N[C@@H]([C@@H](C)CC)C(=O)N[C@@H](C)C(=O)O Isoleucyl-Alanine